4-Isopropylpyridin-3-amine C(C)(C)C1=C(C=NC=C1)N